5-chloro-2-((6-(4-(2-hydroxyethyl)piperazin-1-yl)-2-methoxypyridin-3-yl)amino)pyrimidine ClC=1C=NC(=NC1)NC=1C(=NC(=CC1)N1CCN(CC1)CCO)OC